Cl.NC1C(NC2=CC=C(C=C2C1)Br)=O 3-amino-6-bromo-3,4-dihydroquinolin-2(1H)-one hydrochloride